2-[[5-[3-(Trifluoromethyl)phenyl]-2-furanyl]methylene]-1H-indene-1,3(2H)-dione FC(C=1C=C(C=CC1)C1=CC=C(O1)C=C1C(C2=CC=CC=C2C1=O)=O)(F)F